2-((E)-{(E)-[(1,3-dimethyl-1,3-dihydro-2H-imidazol-2-ylidene)hydrazono]methyl}diazenyl)-1,3-dimethyl-1H-imidazol-3-ium chloride [Cl-].CN1C(N(C=C1)C)=N\N=C\N=N\C=1N(C=C[N+]1C)C